CC1=CN=CC(=N1)C1CC=NN1C(=O)C12CC(C1)(C2)CN2N=CC1=CC(=CC=C21)C#N 1-((3-(5-(6-methylpyrazin-2-yl)-4,5-dihydro-1H-pyrazole-1-carbonyl)bicyclo[1.1.1]pent-1-yl)methyl)-1H-indazole-5-carbonitrile